(2R)-2-cyclopropyl-6-(1-cyclopropylpyrazol-4-yl)-4-(p-tolylsulfonyl)morpholine C1(CC1)[C@@H]1CN(CC(O1)C=1C=NN(C1)C1CC1)S(=O)(=O)C1=CC=C(C=C1)C